1-(6-benzyl-3,6-dihydroimidazo[4,5-d]pyrrolo[2,3-b]pyridin-8-yl)-2,2,2-trifluoroethanone C(C1=CC=CC=C1)N1C=C(C=2C1=NC=C1C2N=CN1)C(C(F)(F)F)=O